BrC(F)(F)[Se]C1CCN(CC1)S(=O)(=O)C1=CC=C(C)C=C1 4-((bromodifluoromethyl)selenyl)-1-p-toluenesulfonylpiperidine